P(=O)(OC1=C(C=C(C=C1)C)C)(OC1=C(C=C(C=C1)C)C)OC1=C(C=C(C=C1)C)C tris(2,4-dimethylphenyl) phosphate